NC=1C(=NC(=CN1)C1=C(C=C(C=C1)N)C)C(=O)NC 3-amino-6-(4-amino-2-methylphenyl)-N-methylpyrazine-2-carboxamide